C(CCCCCCCCCCC)(=O)OC(CCC(CCCC)CC)CCCCCC 1-hexyl-4-ethyloctyl Dodecanoate